3-((7-(6-chloro-1-((S)-5-azaspiro[3.4]octan-7-yl)-1,2,3,4-tetrahydroquinolin-8-yl)thieno[3,2-b]pyridin-2-yl)methyl)-3-azabicyclo[3.1.0]hexane-2,4-dione, formic acid salt C(=O)O.ClC=1C=C2CCCN(C2=C(C1)C1=C2C(=NC=C1)C=C(S2)CN2C(C1CC1C2=O)=O)[C@@H]2CNC1(CCC1)C2